FC=1C(=NC=C2CCC(NC12)=O)O 8-fluoro-7-hydroxy-3,4-dihydro-1,6-naphthyridin-2(1H)-one